(R)-N-((S)-1'-(6-chloropyrido[2,3-b]pyrazin-2-yl)-4-methoxy-1,3-dihydrospiro[inden-2,4'-piperidin]-1-yl)-2-methylpropane-2-sulfinamide ClC=1C=CC=2C(=NC=C(N2)N2CCC3(CC2)[C@@H](C2=CC=CC(=C2C3)OC)N[S@](=O)C(C)(C)C)N1